5-bromo-1-(3-(benzyloxy)propyl)indoline BrC=1C=C2CCN(C2=CC1)CCCOCC1=CC=CC=C1